(5-cyclopropyl-3-((2,6-dimethylphenoxy)methyl)isoxazol-4-yl)methanol C1(CC1)C1=C(C(=NO1)COC1=C(C=CC=C1C)C)CO